1-[[(2S)-2-[(2-ammonioacetyl) amino]-4-methylpentanoyl] amino] vinylmethoxyphosphonate C(=C)COP(ONC([C@H](CC(C)C)NC(C[NH3+])=O)=O)([O-])=O